COC1=C(C=CC=C1)CNC(=O)C1=CNC2=CC=CC=C2C1=O N-[(2-methoxyphenyl)methyl]-4-oxo-1H-quinoline-3-carboxamide